CC(C)NC(=O)O[C@H]1C[C@H](CC1)C1=NNC(=C1)N (1R,3S)-3-(5-amino-1H-pyrazol-3-yl)cyclopentyl (prop-2-ylamino)methanoate